BrC=1C=C(C(=NC1)N)C=1C=NC=CC1 5-bromo-3-(pyridin-3-yl)pyridin-2-amine